C(CC(C)CCC=C(C)C)OC(CCC(=O)C)=O Citronellyllevulinate